NCCNCCC[Si](OC(C)C)(OC(C)C)OC(C)C γ-(2-aminoethyl)aminopropyl-triisopropoxysilane